3,5-difluoro-N-(2-methoxy-5-(4,4,5,5-Tetramethyl-1,3,2-dioxaborolan-2-yl)pyridin-3-yl)pyridine-4-sulfonamide FC=1C=NC=C(C1S(=O)(=O)NC=1C(=NC=C(C1)B1OC(C(O1)(C)C)(C)C)OC)F